6-phenyl-5-(2-(methylthio)pyrimidine-4-yl)imidazo[2,1-b]Oxazole C1(=CC=CC=C1)C=1N=C2OC=CN2C1C1=NC(=NC=C1)SC